CC1=C(C(N(C2=NC=CN=C21)CC2=C(C=CC=C2)C(F)(F)F)=O)C2CCNCC2 8-methyl-7-(piperidin-4-yl)-5-(2-(trifluoromethyl)benzyl)pyrido[2,3-b]pyrazin-6(5H)-one